Linalyl Cinnamate (3,7-dimethylocta-1,6-dien-3-yl cinnamate) CC(C=C)(CCC=C(C)C)C(C(=O)O)=CC1=CC=CC=C1.C(C=CC1=CC=CC=C1)(=O)OC(C)(C=C)CCC=C(C)C